N-(5-bromo-2-chloropyridin-4-yl)-2-(1,1-difluoroethyl)-6-methoxypyrimidin-4-amine BrC=1C(=CC(=NC1)Cl)NC1=NC(=NC(=C1)OC)C(C)(F)F